CCCC(CCCCCCCC)N=NN 4-dodecyl-triazene